tert-butyl (2R,5S)-4-(6-chloro-7-(2-fluorophenyl)-1-(2-isopropyl-6-methyl-4-(methylsulfonyl)phenyl)-2-oxo-1,2-dihydropyrido[2,3-d]pyrimidin-4-yl)-2,5-dimethylpiperazine-1-carboxylate ClC1=CC2=C(N(C(N=C2N2C[C@H](N(C[C@@H]2C)C(=O)OC(C)(C)C)C)=O)C2=C(C=C(C=C2C)S(=O)(=O)C)C(C)C)N=C1C1=C(C=CC=C1)F